C(CCC)OCCOCCSC#N 2-(2-butoxyethoxy)ethyl-thiocyanate